2-(6-(Ethylamino)-4-(4-fluoro-2-(4-methyl-4H-1,2,4-triazol-3-yl)phenyl)pyridin-2-yl)-4-(trifluoromethyl)isoindolin-1-one C(C)NC1=CC(=CC(=N1)N1C(C2=CC=CC(=C2C1)C(F)(F)F)=O)C1=C(C=C(C=C1)F)C1=NN=CN1C